ClC1=C(C=CC=2C3=C(NC12)CCN(C3C)C(=O)C=3NC(=CN3)O)Cl (6,7-dichloro-1-methyl-1,3,4,5-tetrahydro-2H-pyrido[4,3-b]indol-2-yl)(5-hydroxy-1H-imidazol-2-yl)methanone